2-(3'-(4,6-diphenyl-1,3,5-triazin-2-yl)-[1,1':4',1''-terphenyl]-3-yl)-4-(naphthalen-2-yl)-6-phenyl-1,3,5-triazine C1(=CC=CC=C1)C1=NC(=NC(=N1)C1=CC=CC=C1)C=1C=C(C=CC1C1=CC=CC=C1)C1=CC(=CC=C1)C1=NC(=NC(=N1)C1=CC2=CC=CC=C2C=C1)C1=CC=CC=C1